O=C1N(CC=C1)C(=O)OC methyl 2-oxo-3-pyrroline-1-carboxylate